ClC1=CC2=C(C(=N1)N1CCN(CC1)C)C(N(C2)[C@@H](C)C2CC2)=O (S)-6-chloro-2-(1-cyclopropylethyl)-4-(4-methylpiperazin-1-yl)-1,2-dihydro-3H-pyrrolo[3,4-c]pyridin-3-one